dimethyl-6-heptene CC(CCCCC=C)C